trans-tert-butyl-3-ethoxy-4-hydroxypiperidine-1-carboxylate C(C)(C)(C)OC(=O)N1C[C@H]([C@@H](CC1)O)OCC